N1N=CC2=CC=C(C=C12)C(=O)[O-] 1H-indazole-6-carboxylate